1-(5-(5-(difluoromethoxy)-6-methoxypyridin-3-yl)pyrazolo[1,5-A]pyridin-2-yl)-3-((1R,4R)-4-hydroxy-4-methylcyclohexyl)urea FC(OC=1C=C(C=NC1OC)C1=CC=2N(C=C1)N=C(C2)NC(=O)NC2CCC(CC2)(C)O)F